3-amino-3-(3-chloro-2-tolyl)-1-azetidinecarboxylate NC1(CN(C1)C(=O)[O-])C1=C(C=CC=C1Cl)C